NC=1SC(=CN1)C(=O)NC1=C(C=C(C(=C1)C(NC=1SC2=C(N1)CCOC2)=O)F)C 2-Amino-N-[5-(6,7-dihydro-4H-pyrano[4,3-d][1,3]thiazol-2-ylcarbamoyl)-4-fluoro-2-methylphenyl]-1,3-thiazole-5-carboxamide